N1=C(C=CC=C1)N1C(C=CC=C1C#N)=O 1-(2-pyridinyl)-6-cyanopyridin-2-one